NC1=NC(=C(C(=C1C#N)C1=CC(=CC=C1)C1=CC=NC=C1)C#N)N1CCCCC1 2-amino-6-(piperidin-1-yl)-4-(3-(pyridin-4-yl)phenyl)pyridine-3,5-dicarbonitrile